FC1(CC1)C(=O)N1CC2(C1)C[C@@H](CC2)N2CCC(CC2)C2=C(C=CC=C2)OCC2=NOC(=N2)C (R)-(1-fluorocyclopropyl)(6-(4-(2-((5-methyl-1,2,4-oxadiazol-3-yl)methoxy)phenyl)piperidin-1-yl)-2-azaspiro[3.4]octan-2-yl)methanone